3-(2-cyanopropan-2-yl)-N-(4-methyl-3-(4-(4-((tetrahydro-2H-pyran-4-yl)oxy)pyridin-3-yl)-1H-pyrazol-1-yl)phenyl)benzamide C(#N)C(C)(C)C=1C=C(C(=O)NC2=CC(=C(C=C2)C)N2N=CC(=C2)C=2C=NC=CC2OC2CCOCC2)C=CC1